CS(=O)(=O)OCC1CN(CCC1)CC1=CC=C(C=C1)C=1C=C2C(=NC1)N(C=C2C=2C=NC(=CC2)OC)S(=O)(=O)C2=CC=C(C)C=C2 (1-(4-(3-(6-methoxypyridin-3-yl)-1-tosyl-1H-pyrrolo[2,3-b]pyridin-5-yl)benzyl)piperidin-3-yl)methyl methanesulfonate